(Z)-2-((4-(3-(1H-pyrazol-4-yl)phenyl)-6-(morpholine-4-carbonyl)quinolin-2-yl)methylene)-1-acetylindolin-3-one N1N=CC(=C1)C=1C=C(C=CC1)C1=CC(=NC2=CC=C(C=C12)C(=O)N1CCOCC1)\C=C\1/N(C2=CC=CC=C2C1=O)C(C)=O